(R)-3-((5-chloro-1H-indol-2-yl)methyl)-1-methyl-1-(1-(2-(oxazol-2-yl)acetyl)piperidin-3-yl)urea ClC=1C=C2C=C(NC2=CC1)CNC(N([C@H]1CN(CCC1)C(CC=1OC=CN1)=O)C)=O